4-(1-methyl-4-(trifluoromethyl)-1H-imidazol-2-yl)benzyl alcohol CN1C(=NC(=C1)C(F)(F)F)C1=CC=C(CO)C=C1